FC1(CC(C1)(C=1SC=CC1)CN)F (3,3-difluoro-1-(thiophen-2-yl)cyclobutyl)methylamine